(4R)-2-{[1-(1-hydroxycyclopropane-1-carbonyl)piperidin-4-yl]methyl}-4-methyl-N-{[(2S)-oxolan-2-yl]methyl}-8-(trifluoromethyl)-4,5-dihydro-2H-furo[2,3-g]indazole-7-carboxamide OC1(CC1)C(=O)N1CCC(CC1)CN1N=C2C3=C(C[C@H](C2=C1)C)OC(=C3C(F)(F)F)C(=O)NC[C@H]3OCCC3